3-({[(1R)-5-[methyl-(phenyl)amino]-2,3-dihydro-1H-inden-1-yl]methyl}amino)pyridine-4-carboxylic acid CN(C=1C=C2CC[C@H](C2=CC1)CNC=1C=NC=CC1C(=O)O)C1=CC=CC=C1